(2R,4R)-1-(3-chloro-2-fluorobenzyl)-4-((3-fluoro-6-((5-methyl-1H-pyrazol-3-yl)amino)-4-(trifluoro-methoxy)pyridin-2-yl)methyl)-2-methylpiperidine-4-carboxylic acid ClC=1C(=C(CN2[C@@H](C[C@@](CC2)(C(=O)O)CC2=NC(=CC(=C2F)OC(F)(F)F)NC2=NNC(=C2)C)C)C=CC1)F